C(#N)C=1C=CC(=C(CCN2C[C@@H](CC2)CNC(OC(C)(C)C)=O)C1)OCC1CC1 tert-butyl (S)-((1-(5-cyano-2-(cyclopropylmethoxy)phenethyl)pyrrolidin-3-yl)methyl)carbamate